3-{4-[(2-amino-4-pyrimidinyl)oxy]-3-isopropylphenyl}-1-[3-(trifluoromethyl)phenyl]-2,4-imidazolidinedione NC1=NC=CC(=N1)OC1=C(C=C(C=C1)N1C(N(CC1=O)C1=CC(=CC=C1)C(F)(F)F)=O)C(C)C